C(C)(C)(C)[C@@H]1CC=2C=C3C(=NC2CC1)SC(=N3)C(=O)N[C@H](CCN3CCC(CC3)O)C3=CC=C(C=C3)C=3N(C=NC3)C (7S)-7-tert-butyl-N-[(1R)-3-(4-hydroxy-1-piperidyl)-1-[4-(3-methylimidazol-4-yl)phenyl]propyl]-5,6,7,8-tetrahydrothiazolo[5,4-b]quinoline-2-carboxamide